OC1=NC(=NC=C1)C1=NC=CC=N1 4-hydroxy-[2,2'-bipyrimidine]